2-methyl-5-(7H-pyrrolo[2,3-d]pyrimidin-5-yl)-3H-imidazo[4,5-b]pyridine CC1=NC=2C(=NC(=CC2)C2=CNC=3N=CN=CC32)N1